N,N',N''-tris(3-dimethylaminopropyl)hexahydrotriazine CN(CCCN1N(N(CCC1)CCCN(C)C)CCCN(C)C)C